N-hydroxysuccinimide succinate C(CCC(=O)O)(=O)O.ON1C(CCC1=O)=O